OCC1CCC(CC1)CO 1,4-Bishydroxymethyl-cyclohexan